2-methoxy-6-(methyl-d3)-9H-carbazole COC1=CC=2NC3=CC=C(C=C3C2C=C1)C([2H])([2H])[2H]